FC(C(=O)O)(F)F.NCC(CC=1N(C(NN1)=O)CC1=CC=C(C=C1)C=1C=NC(=CC1)N(C)C)=C(F)F [2-(aminomethyl)-3,3-difluoro-allyl]-4-[[4-[6-(dimethylamino)-3-pyridinyl]phenyl]methyl]-1,2,4-triazol-3-one trifluoroacetate salt